5-amino-3,3-dimethyl-indoline NC=1C=C2C(CNC2=CC1)(C)C